C(C)(C)(C)OC(=O)N1C[C@](CCC1)(C(=O)O)F (R)-1-(tert-butoxycarbonyl)-3-fluoropiperidine-3-carboxylic acid